O=C1N(C=CC(N1)=O)C=1C=NC2=CC=C(C=C2C1)C1CCN(CC1)C(=O)OC(C)(C)C tert-butyl 4-(3-(2,4-dioxo-3,4-dihydropyrimidin-1(2H)-yl)quinolin-6-yl)piperidine-1-carboxylate